1-(2,2-dimethylcyclopropyl)4-phenylbenzene CC1(C(C1)C1=CC=C(C=C1)C1=CC=CC=C1)C